NC1=NC(=NC=C1C(=O)N1CCOCC1)C1=NN(C2=C(C=CC=C12)F)CC1=C(C=CC=C1)F (4-amino-2-(7-fluoro-1-(2-fluorobenzyl)-1H-indazol-3-yl)pyrimidin-5-yl)(morpholino)methanone